C(#N)C[C@@]1(CN(C(C1)=O)[C@@H](C)C1=CC=CC=C1)C(=O)OC methyl (R)-3-(cyanomethyl)-5-oxo-1-((S)-1-phenylethyl)pyrrolidine-3-carboxylate